1,3-diiodoheptane ICCC(CCCC)I